FC1(CCN(CC1)C1=C2C=C(NC2=NC=N1)C1=CC=C(C=C1)NC(=O)C1=NC=CC(=C1)NC1CCNCC1)F N-{p-[4-(4,4-difluoro-1-piperidyl)-1H-1,5,7-triazainden-2-yl]phenyl}-4-(4-piperidylamino)-2-pyridinecarboxamide